tert-butyl (S)-2-((R)-1-((4-((5-fluoroquinolin-6-yl)amino)-7-(1-methyl-1H-pyrazol-4-yl)quinazolin-5-yl)oxy)ethyl)pyrrolidine-1-carboxylate FC1=C2C=CC=NC2=CC=C1NC1=NC=NC2=CC(=CC(=C12)O[C@H](C)[C@H]1N(CCC1)C(=O)OC(C)(C)C)C=1C=NN(C1)C